3-(5-(4-fluorophenyl)-6-(4-methylquinazolin-6-yl)-1,2,4-triazin-3-yl)-1,1-dimethylurea FC1=CC=C(C=C1)C=1N=C(N=NC1C=1C=C2C(=NC=NC2=CC1)C)NC(N(C)C)=O